CC=1C=C(C=C(C1OC(C(C)(C)C)=O)C)C1=COC2=C1C=C(C=C2C(C)(C)C)C(C)(C)C 3-(3,5-dimethyl-4-pivaloyl-oxyphenyl)-5,7-di-tert-butyl-benzofuran